C(C)C=1C=NC=CC1C(=O)NC=1C=C2CN(C(NC2=CC1)=O)C 3-ethyl-N-(3-methyl-2-oxo-1,4-dihydroquinazolin-6-yl)pyridine-4-carboxamide